ClC1=C(C=C(OCC(=O)N[C@@H]2CN[C@H](CC2)C=2OC(=NN2)N2CC(C2)(OC(F)(F)F)C)C=C1)F 2-(4-chloro-3-fluorophenoxy)-N-[(3s,6r)-6-{5-[3-methyl-3-(trifluoromethoxy)azetidin-1-yl]-1,3,4-oxadiazol-2-yl}piperidin-3-yl]acetamide